2,4-dimethyl-5-oxo-7-[5-(trifluoromethoxy)-1,3-dihydrospiro[indene-2,4'-piperidin]-1'-yl]-4H,5H-[1,3]thiazolo[5,4-b]pyridine-6-carbonitrile CC=1SC=2N(C(C(=C(C2N1)N1CCC2(CC1)CC1=CC=C(C=C1C2)OC(F)(F)F)C#N)=O)C